[N+](=O)([O-])C=1C=NNC1C(C)=O 1-(4-Nitro-1H-pyrazol-5-yl)ethanone